rac-nicotine N1=CC=CC(=C1)[C@@H]1N(C)CCC1 |r|